COCC=1C=C(C=C(C1)COC)C(C)(C1=CC(=C(C(=C1)COC)O)COC)C1=CC(=C(C(=C1)COC)O)COC 4,4'-(1-(3,5-bis(methoxymethyl)phenyl)ethane-1,1-diyl)bis(2,6-bis(methoxymethyl)phenol)